thiazole-4,5-dicarboxylic acid S1C=NC(=C1C(=O)O)C(=O)O